ClCC=1C(NC(NN1)=O)=O 6-(chloromethyl)-2H-1,2,4-triazine-3,5-dione